(3-carbamoyl-imidazo[1,5-a]pyridin-7-yl)-4-(trifluoromethyl)benzoic acid C(N)(=O)C1=NC=C2N1C=CC(=C2)C2=C(C(=O)O)C=CC(=C2)C(F)(F)F